CC1N(CCC(C1)(C(=O)OC1(CCN(CC1)C1=NC(=NC(=C1)C1=CC=C(C=C1)Cl)C=1C=NC=CC1)C1=CC(=CC=C1)C(F)(F)F)N(C(CC)=O)C1=CC=CC=C1)C (6-(4-chlorophenyl)-2-(pyridin-3-yl)pyrimidin-4-yl)-4-(3-(trifluoromethyl)phenyl)piperidin-4-ol methyl-1-methyl-4-(N-phenyl-propanamido)piperidine-4-carboxylate